ClC1=C(C(=O)NC=2SC(=NN2)CCC2=CC=CC=C2)C=CC=N1 2-chloro-N-(5-phenethyl-1,3,4-thiadiazol-2-yl)nicotinamide